CC1=C(C=CC=C1)I (methylphenyl)iodine